FC(CC1(C(=O)N)C(C(=C(C=C1)F)F)C)F 1-(2,2-difluoro-ethyl)-3,4-difluoro-methylbenzamide